BrC=1C(=C(C=CC1)C1=C(C=C(C=C1C)C)C)N=C=S 3-bromo-2-isothiocyanato-2',4',6'-trimethyl-1,1'-biphenyl